7-chloro-3-(((1-isopropyl-4,5-dihydro-1H-imidazol-2-yl)thio)methyl)-5H-thiazolo[2,3-b]quinazoline ClC=1C=C2CN3C(=NC2=CC1)SC=C3CSC=3N(CCN3)C(C)C